4,4-diphenylpyrrolidin-2-one C1(=CC=CC=C1)C1(CC(NC1)=O)C1=CC=CC=C1